C(C)(C)C1=C(NC2=CC=C(C=C12)OC1CCN(CC1)CCC)C=1C(=C(C=2N(C1)C=NN2)C)C 6-(3-Isopropyl-5-((1-propylpiperidin-4-yl)oxy)-1H-indol-2-yl)-7,8-dimethyl-[1,2,4]triazolo[4,3-a]pyridin